(2'-aminobiphenyl-yl)(chloro)palladium NC1=C(C=CC=C1)C1=C(C=CC=C1)[Pd]Cl